2-[9-(5-fluoro-pyridin-2-yl)-6-oxaspiro[4.5]dec-9-yl]acetonitrile FC=1C=CC(=NC1)C1(CCOC2(CCCC2)C1)CC#N